(1R,3S,5R)-2-(2-(4-amino-8-methyl-6-(trifluoromethyl)-9H-pyrimido[4,5-b]indol-9-yl)acetyl)-N-(6-bromo-5-methylpyrazin-2-yl)-5-methyl-2-azabicyclo[3.1.0]hexane-3-carboxamide NC1=NC=NC=2N(C3=C(C=C(C=C3C21)C(F)(F)F)C)CC(=O)N2[C@@H]1C[C@@]1(C[C@H]2C(=O)NC2=NC(=C(N=C2)C)Br)C